NC1=NC=2C=CC(=CC2C2=C1C=NN2C)C(=O)N(C)[C@@H]2COC1=C2C=CC(=C1)C1=C(C=C(C=C1)C(F)(F)F)F 4-amino-N-((3S)-6-(2-fluoro-4-(trifluoromethyl)phenyl)-2,3-dihydro-1-benzofuran-3-yl)-N,1-dimethyl-1H-pyrazolo[4,3-c]quinoline-8-carboxamide